C=CC=CCCCCCCC(CCCCC)CC(=O)O.FC=1C=C(C(=O)NC2=NN(C=C2)C)C=C(C1)CN1C(C2=CC=C(C=C2C=C1)C1=CC=NN1C)=O 3-fluoro-N-(1-methyl-1H-pyrazol-3-yl)-5-((6-(1-methyl-1H-pyrazol-5-yl)-1-oxoisoquinolin-2(1H)-yl)methyl)benzamide 11-hexadecadienylacetate